CC1=CC=CC(=N1)CO (6-methylpyridin-2-yl)methanol